(S)-4-bromoindan-1-ol BrC1=C2CC[C@@H](C2=CC=C1)O